3-[2-chloro-4-fluoro-5-(6-fluoro-4-methyl-2-pyridinyl)-phenyl]-5-methyl-4H-isoxazole-5-carboxylic acid ethyl ester C(C)OC(=O)C1(CC(=NO1)C1=C(C=C(C(=C1)C1=NC(=CC(=C1)C)F)F)Cl)C